butyl acetoacetate C(CC(=O)C)(=O)OCCCC